NC1=C(CNC(C2=CC(=CC=C2)NC(CC2=C(C=CC=C2)N)=O)=O)C=CC=C1 N-(2-aminobenzyl)-3-(2-(2-aminophenyl)acetamido)benzamide